CN[C@@]1(CCCCC1=O)C2=CC=CC=C2Cl The molecule is the S- (more active) enantiomer of ketamine. It has a role as an analgesic, a NMDA receptor antagonist and an intravenous anaesthetic. It is an enantiomer of a (R)-ketamine.